CS(=O)(=O)OCC1=NN(C=C1)C1CCN(CC1)C(=O)OC(C)(C)C tert-butyl 4-(3-(((methylsulfonyl)oxy)methyl)-1H-pyrazol-1-yl)piperidine-1-carboxylate